S1C(=NC2=C1C=CC=C2)[C@H]2N(C[C@@H](C2)O)C([C@H](C(C)C)N2N=NC(=C2)C=2SC=CC2)=O (S)-1-((2S,4r)-2-(benzo[d]thiazol-2-yl)-4-hydroxypyrrolidin-1-yl)-3-methyl-2-(4-(thiophen-2-yl)-1H-1,2,3-triazol-1-yl)butan-1-one